C(C)(C)(C)NS(=O)(=O)C=1SC(=CC1C1=CC(=C(C=C1)CN1C(=NC=C1)CC)C#N)CC(C)C N-(tert-butyl)-3-(3-cyano-4-((2-ethyl-1H-imidazol-1-yl)methyl)phenyl)-5-isobutylthiophene-2-sulfonamide